methyl-norbornane-2,3-dicarboxylic acid CC12C(C(C(CC1)C2)C(=O)O)C(=O)O